C1=C(C=CC2=CC(=CC=C12)C(=O)Br)C(=O)Br naphthalene-2,6-dicarbonyl dibromide